2Z-decene C=CCCCCCCCC